N-((S)-(4,4-Difluorocyclohexyl)(5-((R)-1-(4,4,4-trifluorobutanamido)ethyl)-1H-benzo[d]imidazol-2-yl)methyl)-4-isopropyl-1,2,3-thiadiazole-5-carboxamide FC1(CCC(CC1)[C@H](NC(=O)C1=C(N=NS1)C(C)C)C1=NC2=C(N1)C=CC(=C2)[C@@H](C)NC(CCC(F)(F)F)=O)F